tert-Butyl 1-(hydroxymethyl)-7-azabicyclo[2.2.1]heptane-7-carboxylate Lithium triethylborohydride C(C)[BH-](CC)CC.[Li+].OCC12CCC(CC1)N2C(=O)OC(C)(C)C